ethyl 3-[(2-cyanoacetyl)amino]-6-methyl-pyridine-2-carboxylate C(#N)CC(=O)NC=1C(=NC(=CC1)C)C(=O)OCC